di-vinyl ether C(=C)OC=C